ClC=1C=CC(=C(C(=O)NC2=CC=C(C=C2)CC#N)C1)OC 5-chloro-N-(4-(cyanomethyl)phenyl)-2-methoxybenzamide